ClC=1C=C(C#N)C=CC1N1CCNCC1 3-chloro-4-(piperazin-1-yl)benzonitrile